4-amino-7-chloro-3-methyl-imidazo[1,5-a]quinoxaline-8-carboxylic acid NC=1C=2N(C3=CC(=C(C=C3N1)Cl)C(=O)O)C=NC2C